(2S,3S)-2-amino-3-hydroxybutyramide hydrochloride Cl.N[C@H](C(=O)N)[C@H](C)O